1-(4-(1-(2-fluorophenyl)azetidin-3-yl)benzyl)piperidine-4-carboxylic acid FC1=C(C=CC=C1)N1CC(C1)C1=CC=C(CN2CCC(CC2)C(=O)O)C=C1